N1=CC=NC=2C=CC=3N=CC=NC3C21 pyrazinoquinoxaline